OCC1=CC=C(C=N1)CC(=O)OC methyl 2-(6-(hydroxymethyl)pyridin-3-yl)acetate